3-(2-((4-(4-(6-(5-((R)-2-(2,4-difluorophenyl)pyrrolidin-1-yl)pyrazolo[1,5-a]pyrimidin-3-yl)pyridin-2-yl)piperazin-1-yl)piperidin-1-yl)methyl)phenyl)piperidine-2,6-dione FC1=C(C=CC(=C1)F)[C@@H]1N(CCC1)C1=NC=2N(C=C1)N=CC2C2=CC=CC(=N2)N2CCN(CC2)C2CCN(CC2)CC2=C(C=CC=C2)C2C(NC(CC2)=O)=O